2-[3-(2-oxoethyl)-4-(trifluoromethyl)phenyl]acetic acid O=CCC=1C=C(C=CC1C(F)(F)F)CC(=O)O